2-(4-oxo-benzo[d][1,2,3]triazin-3(4H)-yl)-N-(1-(p-tolyl)propyl)acetamide O=C1C2=C(N=NN1CC(=O)NC(CC)C1=CC=C(C=C1)C)C=CC=C2